C(C1=CC=CC=C1)C1=C(C=CC=C1)NC(C(=O)N[C@H](C(N[C@@H](C[C@H]1C(NCC1)=O)C(COC1=C(C(=CC(=C1F)F)F)F)=O)=O)CC1CCCCC1)=O N1-(2-benzylphenyl)-N2-((S)-3-cyclohexyl-1-oxo-1-(((S)-3-oxo-1-((S)-2-oxopyrrolidin-3-yl)-4-(2,3,5,6-tetrafluorophenoxy)butan-2-yl)amino)propan-2-yl)oxalamide